CC1(CCC2(CCC(O2)OCC(CO)O)CC1)C 3-((8,8-dimethyl-1-oxaspiro[4.5]decan-2-yl)oxy)propane-1,2-diol